C(C)(C)(C)P(C(C)(C)C)CC1=C(C=CC2=CC=CC=C12)CP(C(C)(C)C)C(C)(C)C 1,2-bis(di-tert-butylphosphinomethyl)naphthalene